Cl.CC1=CC=CC=2C3=C(NC12)CCNC3 6-Methyl-2,3,4,5-tetrahydro-1H-pyrido[4,3-b]indole hydrochloride